CN1CC(C1)(C)[C@@](C=1C=C(C=NC1)C1=NOC(=N1)[C@@H]1CC[C@H](CC1)NC(CC)=O)(C1=CC=C(C=C1)C(C)C)O trans-N-[4-(3-{5-[(R)-(1,3-dimethyl-azetidin-3-yl)-hydroxy-(4-isopropyl-phenyl)-methyl]-pyridin-3-yl}-[1,2,4]oxadiazol-5-yl)-cyclohexyl]-propionamide